O1C(=NC2=C1C=CC=C2)C=2N=C(N(C(C2O)=O)C)N2[C@@H](C1=CC=C(C=C1CC2)C(=O)O)C2=C(C=CC=C2)Cl (1S)-2-[4-(1,3-benzoxazol-2-yl)-5-hydroxy-1-methyl-6-oxopyrimidin-2-yl]-1-(2-chlorophenyl)-3,4-dihydro-1H-isoquinoline-6-carboxylic acid